1-((9-((cyclopropylmethyl)amino)-7-methoxy-2,3-dihydro-1H-cyclopenta[b]quinolin-6-yl)oxy)-5-(dimethylamino)pentan-3-ol C1(CC1)CNC1=C2C(=NC=3C=C(C(=CC13)OC)OCCC(CCN(C)C)O)CCC2